CC1(CCC(CC1)C1=CC=C(C=C1)NC1=CC=C(CNC(=O)C2CNCC2)C=C1)C N-(4-((4-(4,4-dimethylcyclohexyl)phenyl)amino)benzyl)pyrrolidine-3-carboxamide